SC(CCOCCCCOCCC(C)S)C 1,4-bis(3-mercaptobutyloxy)butane